OC=1C=C(C=CC1)S(=O)(=O)O meta-hydroxybenzenesulfonic acid